CC(CC(=O)N1CCCC2=CC(=CC=C12)CNC(C1=CC=C(C=C1)C(C)C)=O)C N-{[1-(3-methylbutanoyl)-1,2,3,4-tetrahydroquinolin-6-yl]methyl}-4-(propan-2-yl)benzamide